BrC1=C(C=C2N(C(C(=NC2=C1)C)=O)C)C(=O)O 7-bromo-2,4-dimethyl-3-oxo-3,4-dihydroquinoxaline-6-carboxylic acid